1-(4-(3-((4-amino-7-methyl-5-(4-(6-meth-ylpyridin-2-yloxy)-phenyl)-7H-pyrrolo[2,3-d]pyrimidin-6-yl)ethynyl)azetidin-1-yl)piperidin-1-yl)-prop-2-en-1-one NC=1C2=C(N=CN1)N(C(=C2C2=CC=C(C=C2)OC2=NC(=CC=C2)C)C#CC2CN(C2)C2CCN(CC2)C(C=C)=O)C